N1=CC(=CC=C1)C=1C=C(C=CC1)C1=CC=CC=C1 3'-(pyridine-3-yl)biphenyl